ClC=1C(=CC(=C(C1)C1CCN(CC1)C(=O)OC(C)(C)C)O)C(F)F tert-butyl 4-[5-chloro-4-(difluoromethyl)-2-hydroxyphenyl]piperidine-1-carboxylate